(2S,4R)-1-((S)-2-acetamido-3-methylbutanoyl)-4-hydroxy-N-(4-(4-methylthiazol-5-yl)benzyl)pyrrolidine-2-carboxamide C(C)(=O)N[C@H](C(=O)N1[C@@H](C[C@H](C1)O)C(=O)NCC1=CC=C(C=C1)C1=C(N=CS1)C)C(C)C